diethyl 1-Buten-2-ylphosphonate C=C(CC)P(OCC)(OCC)=O